1-ethyl-N-[(3S)-9-fluoro-2-oxo-5-phenyl-1,3-dihydro-1,4-benzodiazepine-3-Yl]-3-[2-fluoro-6-(propylamino)pyridin-3-yl]pyrazole-4-carboxamide C(C)N1N=C(C(=C1)C(=O)N[C@@H]1C(NC2=C(C(=N1)C1=CC=CC=C1)C=CC=C2F)=O)C=2C(=NC(=CC2)NCCC)F